6-chloro-1-isopropyl-N-(1-(3,4,5-trimethoxyphenyl)-1H-imidazol-4-yl)-1H-pyrazolo[3,4-d]Pyrimidine-4-amine ClC1=NC(=C2C(=N1)N(N=C2)C(C)C)NC=2N=CN(C2)C2=CC(=C(C(=C2)OC)OC)OC